NC1=NC=2C=C(C(=CC2C2=C1C=NN2C)C(=O)N(CC2=NC=C(C=C2)C#CC2=NC=CC=C2)C2CC2)Cl 4-amino-7-chloro-N-cyclopropyl-1-methyl-N-((5-(pyridin-2-ylethynyl)pyridin-2-yl)methyl)-1H-pyrazolo[4,3-c]quinoline-8-carboxamide